C(C1=CC=CC=C1)OC=1C(C=CN2N([C@H]3N(C(C21)=O)CCOC3)C3C2=C(SCC1=C3C=CC(=C1F)F)SC=C2)=O (12aR)-7-(benzyloxy)-12-(7,8-difluoro-4,9-dihydrothieno[2,3-c][2]benzothiepin-4-yl)-3,4,12,12a-tetrahydro-1H-[1,4]oxazino[3,4-c]pyrido[2,1-f][1,2,4]triazine-6,8-dione